C(C)OC(C(=O)NNC(C1=CC=CC=C1)=O)=O 2-(2-benzoylhydrazino)-2-oxoacetic acid ethyl ester